ditrityl-phosphorus ammonium chloride [Cl-].[NH4+].C(C1=CC=CC=C1)(C1=CC=CC=C1)(C1=CC=CC=C1)[P]C(C1=CC=CC=C1)(C1=CC=CC=C1)C1=CC=CC=C1